NC=1C=CSC1C1=NC2=C(N1)C=CC(=C2)N2C(CN(CC2([2H])[2H])C)([2H])[2H] 4-Amino-5-(5-(4-methylpiperazin-1-yl-2,2,6,6-d4)-1H-benzo[d]imidazol-2-yl)thiophene